FC1=C(C(=CC2=C1C=C(S2)C(CCC(=O)OC(C)(C)C)=O)OC)O tert-butyl 4-(4-fluoro-5-hydroxy-6-methoxy-benzothiophen-2-yl)-4-oxo-butanoate